C(C1=CC=CC=C1)OC[C@@H](CF)OC1OCCCC1 (((S)-1-(benzyloxy)-3-fluoropropane-2-yl)oxy)tetrahydro-2H-pyran